5,6-dichloro-1-(4-(5-(difluoromethyl)-1,3,4-oxadiazole-2-yl)-2-fluorobenzyl)-3-(1-methylpiperidine-4-yl)-1,3-dihydro-2H-benzo[d]imidazole-2-one ClC1=CC2=C(N(C(N2C2CCN(CC2)C)=O)CC2=C(C=C(C=C2)C=2OC(=NN2)C(F)F)F)C=C1Cl